2-methyl-5-isopropylbenzenesulfonic acid CC1=C(C=C(C=C1)C(C)C)S(=O)(=O)O